C(#N)CCOCC1(COC1)CC 3-(2-cyanoethoxymethyl)-3-ethyloxetane